C(C)(C)(C)OC(=O)NC(CCOS(=O)(=O)C)(C)C methanesulfonic acid 3-((tert-butoxycarbonyl) amino)-3-methylbutyl ester